S1C(NC=C1)=N Thiazole-2-imine